(2E,4E)-5-(4-fluorophenyl)-1-(piperidin-1-yl)penta-2,4-dien-1-one FC1=CC=C(C=C1)/C=C/C=C/C(=O)N1CCCCC1